1-methyl-2-(2,2,2-trifluoroacetyl)-1,2,3,4-tetrahydroisoquinoline-5-carbaldehyde CC1N(CCC=2C(=CC=CC12)C=O)C(C(F)(F)F)=O